C(CCC#C)O n-pent-4-yn-1-ol